N-butyl-oxazolidinone C(CCC)N1C(OCC1)=O